3,4-Dibromo-N-(4-((2-methylpiperidin-1-yl)sulfonyl)phenyl)benzamide BrC=1C=C(C(=O)NC2=CC=C(C=C2)S(=O)(=O)N2C(CCCC2)C)C=CC1Br